3,5-difluoro-4-hydroxy-N-{[(1r,4r)-4-{6-[5-(hydroxymethyl)pyrimidin-2-yl]-2H-indazol-2-yl}cyclohexyl]methyl}benzamide FC=1C=C(C(=O)NCC2CCC(CC2)N2N=C3C=C(C=CC3=C2)C2=NC=C(C=N2)CO)C=C(C1O)F